3-diethylamino-propionic acid methyl ester COC(CCN(CC)CC)=O